C1(=CC=CC=C1)/C=C/C=1C=CC=2N(C1)N=CC2 6-[(1E)-2-phenylethenyl]pyrazolo[1,5-a]pyridine